C(C=C)(=O)OCCC1C(OC1(F)F)(F)F 3-(2-acryloyloxyethyl)-2,2,4,4-tetrafluorooxetane